FC(CCN1CCN(CC1)C1=CC=CC=N1)(F)F 6-(4-(3,3,3-trifluoropropyl)piperazin-1-yl)pyridin